(R)-(1-phenylethyl)-perylene C1(=CC=CC=C1)[C@@H](C)C1=CC=C2C=CC=C3C4=CC=CC5=CC=CC(C1=C23)=C45